(S)-2-((6-chloro-2,3,4,9-tetrahydro-1H-pyrido[3,4-b]indol-1-yl)methylene)propane-1,3-diyl diacetate C(C)(=O)OCC(COC(C)=O)=C[C@@H]1NCCC2=C1NC1=CC=C(C=C21)Cl